[Au].[Ti].[Si] silicon-titanium-gold